Sodium (2S)-1-hydroxy-2-((S)-4-methyl-2-((((1-(2-phenylacetyl)azetidin-3-yl)methoxy) carbonyl)amino)pentanamido)-3-((R)-2-oxopyrrolidin-3-yl)propane-1-sulfonate OC([C@H](C[C@@H]1C(NCC1)=O)NC([C@H](CC(C)C)NC(=O)OCC1CN(C1)C(CC1=CC=CC=C1)=O)=O)S(=O)(=O)[O-].[Na+]